1-(2-ethylbutoxy)-2-methyl-1-oxopropan C(C)C(COC(C(C)C)=O)CC